trans-3-((4-Methoxy-5-(pyrazolo[1,5-a]pyridin-5-yl)pyrrolo[2,1-f][1,2,4]triazin-2-yl)amino)-1-methylcyclobutan-1-ol COC1=NC(=NN2C1=C(C=C2)C2=CC=1N(C=C2)N=CC1)NC1CC(C1)(O)C